7-(trifluoromethyl)benzofuran-2-carboxylic acid FC(C1=CC=CC=2C=C(OC21)C(=O)O)(F)F